1-Methyl-4-ethylpyridinium chlorid [Cl-].C[N+]1=CC=C(C=C1)CC